N-(((2S,3R)-6,6-difluoro-2-methylmorpholin-3-yl-5,5-d2)methyl)-5-(trifluoromethyl)pyrazineamine hydrochloride Cl.FC1(O[C@H]([C@H](NC1([2H])[2H])CNC1=NC=C(N=C1)C(F)(F)F)C)F